F[C@H]1[C@@H]([C@H]2CN[C@@]1(CC2)C)OC2=CC=C(N=N2)C2=C(C=C(C=C2)N2C=NC=C2)O 2-(6-(((1R,4R,5R,6R)-6-fluoro-1-methyl-2-azabicyclo[2.2.2]octan-5-yl)oxy)pyridazin-3-yl)-5-(1H-imidazol-1-yl)phenol